1-(4-bromophenyl)-5,7-difluoro-6-methoxy-1H-benzo[d]imidazol-2(3H)-one BrC1=CC=C(C=C1)N1C(NC2=C1C(=C(C(=C2)F)OC)F)=O